C(#N)C=1C=NN2C1C(=CC(=C2)C=2CCOCC2)C=2C=CC(=NC2)C21CNCC(CC2)N1 (5-(3-cyano-6-(3,6-dihydro-2H-pyran-4-yl)pyrazolo[1,5-a]pyridin-4-yl)pyridin-2-yl)-3,8-diazabicyclo[3.2.1]octane